O=C1C[C@H]2CC[C@H]3[C@@H]4CC[C@H]([C@@H](CCC)C)[C@]4(CC[C@@H]3[C@]2(CC1)C)C 3-Keto-5β-cholan